4-(2-(cyclohept-1-en-1-yl)-5-ethyl-4-(2-((2-fluoro-4-(trifluoromethyl)phenyl)amino)-2-oxoethyl)-7-oxo-4,7-dihydro-[1,2,4]triazolo[1,5-a]pyrimidin-6-yl)piperazine-1-carboxylate C1(=CCCCCC1)C1=NN2C(N(C(=C(C2=O)N2CCN(CC2)C(=O)[O-])CC)CC(=O)NC2=C(C=C(C=C2)C(F)(F)F)F)=N1